NC1=NN2C(C=C(C=C2)C=2C=NC(=C(C(=O)OCC)C2)C)=N1 ethyl 5-(2-amino-[1,2,4]triazolo[1,5-a]pyridin-7-yl)-2-methylnicotinate